BrC1=CNC=2N=C(N=C(C21)C#N)N2CCC(CC2)C 1-(5-bromo-4-cyano-7H-pyrrolo[2,3-d]pyrimidin-2-yl)-4-methylpiperidine